C1CC12CN(CC2)CC2=CC(=C1CN(C(C1=C2)=O)C2=CC(=CC=C2)C2(COC2)[C@@H](C2=NN=CN2C)F)C(F)(F)F (S)-6-((5-azaspiro[2.4]heptan-5-yl)methyl)-2-(3-(3-(fluoro(4-methyl-4H-1,2,4-triazol-3-yl)methyl)oxetan-3-yl)phenyl)-4-(trifluoromethyl)isoindolin-1-one